CN(CCCC(=O)N1[C@H]2CN(C[C@@H]1CC2)C2=NC(=NC1=C(C(=CC=C21)C2=CC(=CC1=CC=CC=C21)O)F)OCC21CCCN1CCC2)C 4-(dimethylamino)-1-((1R,5S)-3-(8-fluoro-7-(3-hydroxynaphthalen-1-yl)-2-((tetrahydro-1H-pyrrolizin-7a(5H)-yl)methoxy)quinazolin-4-yl)-3,8-diazabicyclo[3.2.1]octan-8-yl)butan-1-one